S1C(=NC2=C1C=CC=C2)N2C[C@H](CC2)CN2[C@@H]([C@H]([C@@H]([C@H](C2)O)O)O)C (2R,3R,4R,5S)-1-(((R)-1-(benzo[d]thiazol-2-yl)pyrrolidin-3-yl)methyl)-2-methylpiperidine-3,4,5-triol